FC(C=1C=C(C=CC1)NC1=NC(=NC(=N1)N1CCOCC1)OC1=NC=CC=C1)(F)F N-(3-(trifluoromethyl)phenyl)-4-morpholinyl-6-(2-pyridyloxy)-[1,3,5]triazin-2-amine